methyl 2-chloro-3-(2-methylpropyloxy)-4-iodobenzoate ClC1=C(C(=O)OC)C=CC(=C1OCC(C)C)I